[C@@H]12N(C[C@@H](NC1)C2)C2=CC=CC(=N2)NC2=CC1=C(C=N2)SC(=N1)C=1C=C(C=CC1)S(=O)(=O)NC 3-[6-({6-[(1S,4S)-2,5-diazabicyclo[2.2.1]heptan-2-yl]pyridin-2-yl}amino)-[1,3]thiazolo[5,4-c]pyridin-2-yl]-N-methylbenzene-1-sulfonamide